N-[(1S,2S)-2-(4-amino-3-fluoro-phenyl)-1-(4-methylpiperazine-1-carbonyl)propyl]propanamide NC1=C(C=C(C=C1)[C@@H]([C@@H](C(=O)N1CCN(CC1)C)NC(CC)=O)C)F